5-[3-ethylsulfonyl-6-(trifluoromethyl)indazol-2-yl]-1-(2,2,3,3,3-pentafluoropropyl)pyrazolo[3,4-c]pyridine C(C)S(=O)(=O)C=1N(N=C2C=C(C=CC12)C(F)(F)F)C=1C=C2C(=CN1)N(N=C2)CC(C(F)(F)F)(F)F